2-(4-chloro-2,5-dimethoxyphenyl)-N-(2-methoxybenzyl)ethanamine ClC1=CC(=C(C=C1OC)CCNCC1=C(C=CC=C1)OC)OC